C1(CCCC2CCCC=C12)C1=CC=CC2=CC=CC=C12 octahydrobinaphthalene